3-(benzyloxy)-5-(1-isobutyl-1H-pyrazol-4-yl)-4-methylpicolinonitrile C(C1=CC=CC=C1)OC=1C(=NC=C(C1C)C=1C=NN(C1)CC(C)C)C#N